(E)-N-(4-((3-chloro-4-fluorophenyl)amino)-7-methoxyquinazolin-6-yl)-4-(2,6-dimethylpiperazin-1-yl)but-2-enamide hydrochloride Cl.ClC=1C=C(C=CC1F)NC1=NC=NC2=CC(=C(C=C12)NC(\C=C\CN1C(CNCC1C)C)=O)OC